CC1=C(C(=CC(=C1)CSCCCCCCCC)CSCCCCCCCC)O 2-methyl-4,6-di(octyl-thiomethyl)phenol